methyl 3-(chlorosulfonyl)-4-ethoxybenzoate ClS(=O)(=O)C=1C=C(C(=O)OC)C=CC1OCC